copper (II) ethylxanthate C(C)OC(=S)[S-].[Cu+2].C(C)OC(=S)[S-]